N-(2-cyclopropyl-1-(3-fluoro-4-methylphenyl)ethyl)-5-methyl-N-(prop-2-yn-1-yl)thiazol-2-amine C1(CC1)CC(C1=CC(=C(C=C1)C)F)N(C=1SC(=CN1)C)CC#C